C(C)OC(=O)C1=NC(=C(N=C1N1CCC(CC1)(C#N)CNC(=O)OC(C)(C)C)C)Br 6-bromo-3-(4-(((tert-butoxycarbonyl)amino)methyl)-4-cyanopiperidin-1-yl)-5-methylpyrazine-2-carboxylic acid ethyl ester